NC1=C2N=CN(C2=NC=N1)C[C@@H](C)OCP(OCCCSCCCCCCCCCCC[Si](C1=CC=CC=C1)(C)C)(O)=O 3-((11-(dimethyl(phenyl)silyl)undecyl)thio)propyl hydrogen ((((R)-1-(6-amino-9H-purin-9-yl)propan-2-yl)oxy)methyl)phosphonate